3-ethynylpyridine 1-oxide C(#C)C=1C=[N+](C=CC1)[O-]